isopropyl (R)-(5-(5-(difluoromethyl)-1,2,4-oxadiazol-3-yl)-2,3-dihydro-1H-inden-1-yl)carbamate FC(C1=NC(=NO1)C=1C=C2CC[C@H](C2=CC1)NC(OC(C)C)=O)F